COC1=CC=2C(=C3C(=NC2C=C1COCCN1CCCC1)CCC3)NC3CCN(CC3)C=3C=NC=CC3 N-(7-methoxy-6-{[2-(pyrrolidin-1-yl)ethoxy]methyl}-1H,2H,3H-cyclopenta[b]quinolin-9-yl)-1-(pyridin-3-yl)piperidin-4-amine